NC1=NC(=C(C=2N1N=C(N2)CN2N=NN=C2C2=NC(=CC=C2)OC)C2=NC=NC=C2)C2=C(C#N)C=CC=C2 (5-amino-2-((5-(6-methoxypyridin-2-yl)-1H-tetrazol-1-yl)methyl)-8-(pyrimidin-4-yl)-[1,2,4]triazolo[1,5-c]pyrimidin-7-yl)benzonitrile